O-((1,1-dioxidotetrahydro-2H-thiopyran-4-yl)methyl) hydrazinecarbothioate N(N)C(OCC1CCS(CC1)(=O)=O)=S